3-(methoxymethyl)-1,2-oxazole-4-carboxylic acid COCC1=NOC=C1C(=O)O